CSC=1C=NC(=NC1)N[C@@H]1C[C@H]([C@H]2C[C@H]12)NC1=CC=C(C=N1)N1C(C=CC=C1)=O |&1:14| 6'-(((1S,2R,4R,SR)-4-((5-(methylthio)pyrimidin-2-yl)amino)bicyclo[3.1.0]hexan-2-yl)amino)-2H-[1,3'-bipyridin]-2-one